ClC=1C=C(C=CC1Cl)C1=CC=C(C=C1)C=1N=NNC1C(=O)O 4-(3',4'-dichloro-[1,1'-biphenyl]-4-yl)-1H-1,2,3-triazole-5-carboxylic acid